O1C(OC2=C1C=CC(=C2)C#CC2=C1C=C(N=CC1=C(N=C2)NC)NC(=O)C2CC2)([2H])[2H] N-(5-((benzo[d][1,3]dioxol-5-yl-2,2-d2)ethynyl)-8-(methylamino)-2,7-naphthyridin-3-yl)cyclopropanecarboxamide